alpha-toluenesulfonylchloride C(C1=CC=CC=C1)S(=O)(=O)Cl